C(C)OCCSCCNC(C)(C)C N-[2-(2-ethoxyethylsulfanyl)ethyl]-2-methyl-propan-2-amine